ClC1=CC=C(CC2CCN(CC2)CC=2C=C(C=CC2C(F)(F)F)N2CCN(CCC2)C)C=C1 1-(3-((4-(4-chlorobenzyl)piperidin-1-yl)methyl)-4-(trifluoromethyl)phenyl)-4-methyl-1,4-diazepane